ClC1=NC=CC=C1OCC1=CC=NC=C1 2-chloro-3-(pyridin-4-ylmethoxy)pyridine